ClC=1C2=C(N=CN1)N(C=C2)[C@@H]2C=C([C@H]1OC(O[C@H]12)(C)C)CI 4-chloro-7-((3aS,4R,6aR)-6-(iodomethyl)-2,2-dimethyl-3a,6a-dihydro-4H-cyclopenta[d][1,3]dioxol-4-yl)-7H-pyrrolo[2,3-d]pyrimidine